acryloyloxyoctadecylchlorodimethylsilane C(C=C)(=O)OCCCCCCCCCCCCCCCCCC[Si](C)(C)Cl